C(C)(C)(C)OC(=O)N1C(CCC1)C=CS(NC(NC1=C(C=C(C=C1C(C)C)F)C(C)C)=O)(=O)=O 2-(2-(N-((4-fluoro-2,6-diisopropylphenyl)carbamoyl)sulfamoyl)vinyl)-pyrrolidine-1-carboxylic acid tert-butyl ester